6-(2-hydroxy-2-methylpropoxy)-4-(1'-((5-methoxypyridin-2-yl)methyl)-1',2',3',6'-tetrahydro-[2,4'-bipyridin]-5-yl)pyrazolo[1,5-a]pyridine-3-carbonitrile OC(COC=1C=C(C=2N(C1)N=CC2C#N)C=2C=CC(=NC2)C=2CCN(CC2)CC2=NC=C(C=C2)OC)(C)C